ClC1=C(N=C(NC1=O)C1=CC(=NC=C1)F)N1CC(CCC1)C(=O)NC 1-[5-chloro-2-(2-fluoro-4-pyridinyl)-6-oxo-1H-pyrimidin-4-yl]-N-methyl-piperidine-3-carboxamide